O1C(COCC1)COC1=CC(=C(C(=N1)CCC1=CC=C(C=C1)OCCO)CC)O 6-((1,4-Dioxan-2-yl)methoxy)-3-ethyl-2-(4-(2-hydroxyethoxy)-phenethyl)pyridin-4-ol